ClC1=C(C=CC=C1)C1=CC(CN1C(=O)OC(C)(C)C)(C)C tert-Butyl 5-(2-chlorophenyl)-3,3-dimethyl-2H-pyrrole-1-carboxylate